FC1=CC=C(C=C1)/C=C/C=1C=C(C=CC1)C1=C(NN=N1)C#N 5-{3-[(E)-2-(4-fluoro-phenyl)-vinyl]-phenyl}-3H-[1,2,3]triazole-4-carbonitrile